tert-butyldimethyl-(2-nitrophenoxyethoxy)silane C(C)(C)(C)[Si](OCCOC1=C(C=CC=C1)[N+](=O)[O-])(C)C